C1(=CC=CC=C1)C=1N=CC(=NC1C1=CC=CC=C1)N(C(C)C)CCCCOCC(=O)O 2-{4-[N-(5,6-diphenylpyrazin-2-yl)-N-isopropylamino]butoxy}acetic acid